(3S,4S)-3-(6-acetamidopyridin-3-yl)-N-(3-cyano-4-fluorophenyl)-1-oxo-2-(2,2,2-trifluoroethyl)-1,2,3,4-tetrahydroisoquinoline-4-carboxamide C(C)(=O)NC1=CC=C(C=N1)[C@H]1N(C(C2=CC=CC=C2[C@@H]1C(=O)NC1=CC(=C(C=C1)F)C#N)=O)CC(F)(F)F